C1(CCCC1)N1CCN(CC1)C=1C=CC2=C(CN(CCC2(C)C)S(=O)(=O)C2=CC(=CC(=C2)Cl)Cl)C1 8-(4-cyclopentylpiperazin-1-yl)-2-((3,5-dichlorophenyl)sulfonyl)-5,5-dimethyl-2,3,4,5-tetrahydro-1H-benzo[c]azepine